COC=1C(=C(C=C(C1)B1OC(C(O1)(C)C)(C)C)CO)C [3-methoxy-2-methyl-5-(4,4,5,5-tetramethyl-1,3,2-dioxaborolan-2-yl)phenyl]methanol